(1-(1-(4-(propan-2-ylidene)cyclohexyl)piperidin-4-yl)-3-(pyrrolidin-1-ylmethyl)-1H-indol-2-yl)methyl carbamate C(N)(OCC=1N(C2=CC=CC=C2C1CN1CCCC1)C1CCN(CC1)C1CCC(CC1)=C(C)C)=O